1-[2-[4-(N-Boc-N-methylamino)-1-piperidyl]ethyl]-3-iodo-pyrazolo[3,4-d]pyrimidin-4-amine C(=O)(OC(C)(C)C)N(C)C1CCN(CC1)CCN1N=C(C=2C1=NC=NC2N)I